(3-(6-bromopyrrolo[2,1-f][1,2,4]triazin-4-yl)-3,8-diazabicyclo[3.2.1]oct-8-yl)(cyclopropyl)methanone BrC=1C=C2C(=NC=NN2C1)N1CC2CCC(C1)N2C(=O)C2CC2